OP1(O[C@@H]2[C@H](O1)[C@H](O[C@H]2N2C=1N=C(NC(C1N=C2)=O)NC(C)=O)CO)=O N-(9-((3aR,4R,6R,6aR)-2-hydroxy-6-(hydroxymethyl)-2-oxidotetrahydrofuro[3,4-d][1,3,2]dioxaphosphol-4-yl)-6-oxo-6,9-dihydro-1H-purin-2-yl)acetamide